FC(C1=CC=C(C=C1)S(=O)(=O)OC)(F)F methyl 4-(trifluoromethyl)benzenesulfonate